(1s,3r)-3-acetamido-N-(5-chloro-4-(6-hydroxy-5,5-dimethyl-5,6-dihydro-4H-pyrrolo[1,2-b]pyrazol-3-yl)pyridin-2-yl)cyclohexane-1-carboxamide C(C)(=O)N[C@H]1C[C@H](CCC1)C(=O)NC1=NC=C(C(=C1)C1=C2N(N=C1)C(C(C2)(C)C)O)Cl